Dicyclobutylmethanamine hydrochloride Cl.C1(CCC1)C(N)C1CCC1